1-(5Z,8Z,11Z,14Z,17Z-eicosapentaenoyl)-2-(9Z-heptadecenoyl)-glycero-3-phospho-(1'-sn-glycerol) CCCCCCC/C=C\CCCCCCCC(=O)O[C@H](COC(=O)CCC/C=C\C/C=C\C/C=C\C/C=C\C/C=C\CC)COP(=O)(O)OC[C@H](CO)O